CC=1C=C(C=CC1C)N1N=C(C(C1=O)=NNC=1C(=C(C=CC1)C1=CC(=CC=C1)C1=NN=NN1)O)C 3-{N'-[1-(3,4-dimethylphenyl)-3-methyl-5-oxo-1,5-dihydropyrazol-4-ylidene]hydrazino}-2-hydroxy-3'-tetrazol-5-ylbiphenyl